tri(diphenylamino)stibane C1(=CC=CC=C1)N(C1=CC=CC=C1)[Sb](N(C1=CC=CC=C1)C1=CC=CC=C1)N(C1=CC=CC=C1)C1=CC=CC=C1